3-[1-{3-[(2S)-2-(4-chlorophenyl)-2-hydroxyethyl]-1,2,4-oxadiazol-5-yl}ethyl]-1,6-dimethyl-1,2,3,4-tetrahydropyrimidine-2,4-dione ClC1=CC=C(C=C1)[C@H](CC1=NOC(=N1)C(C)N1C(N(C(=CC1=O)C)C)=O)O